2-((1S,4S)-5-(5-(4-(N-((1r,4R)-4-(quinazolin-2-ylamino)cyclohexyl)acetamido)phenyl)pyrimidin-2-yl)-2,5-diazabicyclo[2.2.1]hept-2-yl)acetic acid N1=C(N=CC2=CC=CC=C12)NC1CCC(CC1)N(C(C)=O)C1=CC=C(C=C1)C=1C=NC(=NC1)N1[C@@H]2CN([C@H](C1)C2)CC(=O)O